2-(2-Chloro-pyrimidin-4-yl)-3-(2,3-dichloro-phenyl)-thiazolo[3,2-a]pyrimidin-5-one ClC1=NC=CC(=N1)C1=C(N2C(=NC=CC2=O)S1)C1=C(C(=CC=C1)Cl)Cl